O=C[C@H](O)[C@H](O)[C@@H](O)[C@H](O)C(=O)O aldehydoguluronic acid